1-[2-amino-6-(furan-2-yl)pyrimidin-4-yl]-1,2,3-benzotriazol-5-ol NC1=NC(=CC(=N1)N1N=NC2=C1C=CC(=C2)O)C=2OC=CC2